CNC=1C(=CC=CC1)N N-methyl-1,2-benzenediamine